BrC=1N=CC=2N(C1)C(=CN2)C2=NC=CC(=N2)N2[C@H]([C@H](OCC2)C=2C=NNC2)C Cis-4-(2-(6-Bromoimidazo[1,2-a]pyrazin-3-yl)pyrimidin-4-yl)-3-methyl-2-(1H-pyrazol-4-yl)morpholine